COCCNC(=O)C1CN(CCC1)C(=O)OC(C)(C)C tertbutyl 3-(2-methoxyethylcarbamoyl)piperidine-1-carboxylate